N-(2-((3-(1-(pyridin-3-ylmethyl)-1H-pyrazol-3-yl)-[1,1'-biphenyl]-4-yl)amino)ethyl)acrylamide N1=CC(=CC=C1)CN1N=C(C=C1)C=1C=C(C=CC1NCCNC(C=C)=O)C1=CC=CC=C1